BrC=1C=C(OCC2COCC2)C=CC1 3-[(3-bromophenoxy)methyl]tetrahydrofuran